2,2'-(7,16,21,24-tetramethyl-1,4,7,10,13,16,21,24-octaazabicyclo[8.8.8]hexacosane-4,13-diyl)bis(1-phenylethan-1-ol) CN1CCN(CCN2CCN(CCN(CCN(CC1)CCN(CCN(CC2)C)C)CC(O)C2=CC=CC=C2)C)CC(O)C2=CC=CC=C2